2-fluoro-6-[(10S)-12-[5-(4-piperidyl)pyrimidin-2-yl]-1,5,6,8,12-pentazatricyclo[8.4.0.02,7]tetradeca-2,4,6-trien-4-yl]phenol FC1=C(C(=CC=C1)C=1C=C2N3CCN(C[C@@H]3CNC2=NN1)C1=NC=C(C=N1)C1CCNCC1)O